N-((R)-1-(3-(1-(2-methoxyethyl)-1H-pyrazol-3-yl)-5-(1-methyl-1H-pyrazol-4-yl)phenyl)ethyl)-2-methyl-5-((1R,4R)-5-methyl-2,5-diazabicyclo[2.2.1]heptan-2-yl)benzamide COCCN1N=C(C=C1)C=1C=C(C=C(C1)C=1C=NN(C1)C)[C@@H](C)NC(C1=C(C=CC(=C1)N1[C@H]2CN([C@@H](C1)C2)C)C)=O